tert-Butyl 3-(4-((3-chloro-2-fluorophenyl)amino)quinazolin-6-yl)-3-methylazetidine-1-carboxylate ClC=1C(=C(C=CC1)NC1=NC=NC2=CC=C(C=C12)C1(CN(C1)C(=O)OC(C)(C)C)C)F